FC=1C=C(C=C(C1OC1=CC=NC2=CC(=C(C=C12)OC)OCCNC)F)C1=NC=CC(=C1C(=O)N)OCC (3,5-difluoro-4-((6-methoxy-7-(2-(methylamino)ethoxy)quinolin-4-yl)oxy)phenyl)-4-ethoxypyridine-3-carboxamide